OCCCCNCCCCCCCC(=O)OC(CCCCCCCCF)CCCCCCCC 9-fluoro-1-octylnonyl 8-(4-hydroxybutylamino)octanoate